nicotinamide hydrazone C(C1=CN=CC=C1)(N)=NN